phosphorous acid tri(n-decyl) ester C(CCCCCCCCC)OP(OCCCCCCCCCC)OCCCCCCCCCC